NC1=C2N=CN(C2=NC(=N1)F)[C@H]1[C@@H]([C@@H]([C@](O1)(CO)CCCC)O)O (2R,3S,4R,5R)-5-(6-amino-2-fluoro-9H-purin-9-yl)-2-butyl-2-(hydroxymethyl)tetrahydrofuran-3,4-diol